FC=1C=C2C=NN(C2=CC1B(O)O)CC1CCN(CC1)C 5-fluoro-1-[(1-methylpiperidin-4-yl)methyl]indazol-6-ylboronic acid